2-Heptanethiol CC(CCCCC)S